bis(3,5-dimethyl-1-adamantyl)Phosphine tert-butyl-((1r,4r)-4-(6-(N'-acetoxycarbamimidoyl)-1-(naphthalen-1-yl)-1H-indole-2-carboxamido)cyclohexyl)carbamate C(C)(C)(C)N(C(O)=O)C1CCC(CC1)NC(=O)C=1N(C2=CC(=CC=C2C1)C(N)=NOC(C)=O)C1=CC=CC2=CC=CC=C12.CC12CC3(CC(CC(C1)(C3)C)C2)PC23CC1(CC(CC(C2)C1)(C3)C)C